(6-hydroxy-2-azaspiro[3.3]heptan-2-yl)methanone OC1CC2(CN(C2)C=O)C1